((S)-1-oxo-1-(((S)-1-oxo-3-((S)-2-oxopyrrolidin-3-yl) propan-2-yl) amino)-3-phenylpropane-2-yl) carbamate C(N)(O[C@H](C(N[C@H](C=O)C[C@H]1C(NCC1)=O)=O)CC1=CC=CC=C1)=O